FC1(CC(CC1)N1C(C(=CC2=C1N=C(N=C2)NC=2C=C1CCNCC1=CC2)C#N)=O)F 8-(3,3-difluorocyclopentyl)-7-oxo-2-((1,2,3,4-tetrahydroisoquinolin-6-yl)amino)-7,8-dihydropyrido[2,3-d]pyrimidine-6-carbonitrile